FC1=NC(=CC(=C1)C=1C(=NC=CC1)B(O)O)F (2,6-difluoropyridin-4-yl)pyridineboronic acid